5-((6-cyanobenzo[d]thiazol-2-yl)amino)-3-methylisoxazole C(#N)C1=CC2=C(N=C(S2)NC2=CC(=NO2)C)C=C1